1-(4-amino-3-chlorobenzoyl)piperidine-3-carboxylic acid ethyl ester C(C)OC(=O)C1CN(CCC1)C(C1=CC(=C(C=C1)N)Cl)=O